ClC1=C(C=C2C(C(=CN(C2=C1)C1CC1)C(=O)[O-])=O)F 7-chloro-1-cyclopropyl-6-fluoro-4-oxo-1,4-dihydroquinoline-3-carboxylate